C(CC)[Sn](C=1OC=CN1)(CCC)CCC 2-(tripropylstannyl)-1,3-oxazole